F[C@H](C1(COC1)C=1C=C(C=CC1)N1C(C2=CC=CC(=C2C1)OC(C)C)=O)C1=NN=CN1C (R)-2-(3-(3-(fluoro(4-methyl-4H-1,2,4-triazol-3-yl)methyl)oxetan-3-yl)phenyl)-4-isopropoxyisoindolin-1-one